N-[4-Amino-1-(2-trimethylsilylethoxymethyl)pyrazolo[4,3-c]pyridin-7-yl]-2-oxo-2-[rac-(2R,5S)-2-(5-chloro-3-pyridyl)-5-methyl-1-piperidyl]acetamide NC1=NC=C(C2=C1C=NN2COCC[Si](C)(C)C)NC(C(N2[C@H](CC[C@@H](C2)C)C=2C=NC=C(C2)Cl)=O)=O |r|